cis-8-dimethylamino-3-(2-hydroxy-benzooxazol-7-yl)-8-phenyl-1,3-diazaspiro[4.5]decan-2-one CN(C1(CCC2(CN(C(N2)=O)C2=CC=CC=3N=C(OC32)O)CC1)C1=CC=CC=C1)C